difluoroethyl-pyrazole tert-Butyl-4-(3-((1-(4-chloro-3-(2,4-dioxotetrahydropyrimidin-1(2H)-yl)benzoyl)piperidin-4-yl)oxy)propyl)piperidine-1-carboxylate C(C)(C)(C)OC(=O)N1CCC(CC1)CCCOC1CCN(CC1)C(C1=CC(=C(C=C1)Cl)N1C(NC(CC1)=O)=O)=O.FC(CC1=NNC=C1)F